2-[2-bromo-3-chloro-5-[[5-chloro-4-(cyclopentylamino)pyrimidin-2-yl]amino]phenyl]propan-2-ol BrC1=C(C=C(C=C1Cl)NC1=NC=C(C(=N1)NC1CCCC1)Cl)C(C)(C)O